2'-fluoro-4-methoxy-[1,1'-biphenyl]-3-carboxylic acid methyl ester COC(=O)C=1C=C(C=CC1OC)C1=C(C=CC=C1)F